1-Ethyl 6-[2-[tert-butoxycarbonyl(2,2,2-trifluoroethyl)amino]-4-pyridyl]pyridine-2-carboxylate C(C)(C)(C)OC(=O)N(C1=NC=CC(=C1)C1=CC=CC(=N1)C(=O)OCC)CC(F)(F)F